ClC1=CC=C(C=2CCC12)C(=O)OCC ethyl 5-chlorobicyclo[4.2.0]octane-1(6),2,4-triene-2-carboxylate